4-hydroxy-6-methoxy-8-methyl-1-phenyl-3-(2,2,2-trifluoroethan-1-one-1-yl)quinolin OC1=C(CN(C2=C(C=C(C=C12)OC)C)C1=CC=CC=C1)C(C(F)(F)F)=O